N,N'-bis-(2,2,6,6-tetramethyl-4-piperidyl)1,6-hexanediamine CC1(NC(CC(C1)NCCCCCCNC1CC(NC(C1)(C)C)(C)C)(C)C)C